(2R)-2-(3-{5-chloro-2-[(oxetan-3-yl)amino]pyrimidin-4-yl}-5-oxo-5H,6H,7H-pyrrolo[3,4-b]pyridin-6-yl)-N-[(1S)-2-hydroxy-1-(3-methylphenyl)ethyl]propionamide ClC=1C(=NC(=NC1)NC1COC1)C=1C=C2C(=NC1)CN(C2=O)[C@@H](C(=O)N[C@H](CO)C2=CC(=CC=C2)C)C